O=C(OC[C@H]1O[C@@H](OC(=O)C2C=C(O)C(O)=C(C=2)OC(=O)C2C=C(O)C(O)=C(C=2)O)[C@H](OC(=O)C2C=C(O)C(O)=C(C=2)OC(=O)C2C=C(O)C(O)=C(C=2)O)[C@H]([C@@H]1OC(=O)C1C=C(O)C(O)=C(C=1)OC(=O)C1C=C(O)C(O)=C(C=1)O)OC(=O)C1C=C(O)C(O)=C(C=1)OC(=O)C1C=C(O)C(O)=C(C=1)O)C1C=C(O)C(O)=C(C=1)OC(=O)C1C=C(O)C(O)=C(C=1)O Tannic acid